acryloxymethyl-cyclohexene oxide C(C=C)(=O)OCC12C(CCCC1)O2